(S)-1-(11-((4-([1,2,4]triazolo[1,5-a]pyridin-7-yloxy)-3-methylphenyl)amino)-1,2,4a,5-tetrahydropyrazino[1,2-d]pyrimido[4',5':5,6]pyrido[3,2-b][1,4]oxazin-3(4H)-yl)but-2-yn-1-one N=1C=NN2C1C=C(C=C2)OC2=C(C=C(C=C2)NC2=NC=NC1=CC=3OC[C@H]4N(C3N=C12)CCN(C4)C(C#CC)=O)C